C1(CC1)C1=CC(=C(C=C1)C1=NN=C(C=2CCCCC12)N[C@H]1CN(CCC1)C)OC (R)-4-(4-cyclopropyl-2-methoxyphenyl)-N-(1-methylpiperidin-3-yl)-5,6,7,8-tetrahydrophthalazine-1-Amine